2,2,7,7-tetra(N,N-di-p-tolyl)amino-9,9-spirobifluorene C1(=CC=C(C=C1)N(C1=CC=C(C=C1)C)C1(C=C2C3(C4=CC(C=CC4=C2C=C1)(N(C1=CC=C(C=C1)C)C1=CC=C(C=C1)C)N(C1=CC=C(C=C1)C)C1=CC=C(C=C1)C)C1=CC=CC=C1C=1C=CC=CC13)N(C1=CC=C(C=C1)C)C1=CC=C(C=C1)C)C